(Z)-2-(1-(4-(4-chlorophenoxy)benzylidene)-5-methoxy-2-methyl-1H-inden-3-yl)acetic acid ClC1=CC=C(OC2=CC=C(\C=C/3\C(=C(C4=CC(=CC=C34)OC)CC(=O)O)C)C=C2)C=C1